NC1=NNC(=N1)CC 3-amino-5-ethyl-1H-1,2,4-triazole